2-(4-Fluoro-2-methylphenoxy)-N-(2-methoxypyridin-4-yl)-4-(trifluoromethyl)-5-((trimethylsilyl)ethynyl)benzamide FC1=CC(=C(OC2=C(C(=O)NC3=CC(=NC=C3)OC)C=C(C(=C2)C(F)(F)F)C#C[Si](C)(C)C)C=C1)C